CC1=NC(=CC=C1N1CC(CC1)CC(=O)OCC)C=1N=NN(C1COS(=O)(=O)C)C ethyl 2-(1-(2-methyl-6-(1-methyl-5-(((methylsulfonyl)oxy)methyl)-1H-1,2,3-triazol-4-yl)pyridin-3-yl)pyrrolidin-3-yl)acetate